FC1=CC=C(C=C1)N(C(OC1=C(C=C(C=C1C(F)(F)F)C(F)(F)F)N1C([C@H](CC1)O)=O)=O)C (S)-2-(3-hydroxy-2-oxopyrrolidin-1-yl)-4,6-bis(trifluoromethyl)phenyl (4-fluorophenyl)(methyl)carbamate